N-methyl-3-[4-(methylcarbamoylamino)phenyl]imidazo[1,2-a]pyrazine-6-carboxamide CNC(=O)C=1N=CC=2N(C1)C(=CN2)C2=CC=C(C=C2)NC(NC)=O